FC(CCCCC[NH3+])F difluorohexyl-ammonium